CC(C(=O)OC1=CC=C(C(=O)OC2=CC(=C(C=C2)OC(\C=C\C2=CC3=CC=C(C=C3C=C2)OCCC(COC(C(=C)C)=O)COC(C(=C)C)=O)=O)C)C=C1)=C [3-methyl-4-[(E)-3-[6-[4-(2-methylprop-2-enoyloxy)-3-(2-methylprop-2-enoyloxymethyl)butoxy]-2-naphthyl]prop-2-enoyl]oxy-phenyl] 4-(2-methylprop-2-enoyloxy)benzoate